O=C1NC(CCC1C1=CC(=C(C=C1)N1CCC(CC1)CN1CCC2(CC(C2)NC(C2=CC(=CC=C2)OC)=O)CC1)C)=O N-(7-((1-(4-(2,6-dioxopiperidin-3-yl)-2-methylphenyl)piperidin-4-yl)methyl)-7-azaspiro[3.5]non-2-yl)-3-methoxybenzamide